6-bromo-1-isobutyl-2H-benzo[d][1,3]oxazine-2,4(1H)-dione BrC1=CC2=C(N(C(OC2=O)=O)CC(C)C)C=C1